COC=1C=C2C(=CC=NC2=CC1)C(O)C1N2CC(C(C1)CC2)C=C 1-(6-methoxyquinolin-4-yl)-1-(5-vinyl-1-azabicyclo[2.2.2]oct-2-yl)methanol